FC=1C=C2C=C(C(=NC2=CC1C(=O)O)OC)C 6-fluoro-2-methoxy-3-methylquinoline-7-carboxylic acid